C1(CC1)C=1C(=CC=2N(N1)C(=CN2)C2=CN=CC(=N2)N[C@H]2CNCC[C@@H]2F)OCC(F)F 6-(6-cyclopropyl-7-(2,2-difluoroethoxy)imidazo[1,2-b]pyridazin-3-yl)-N-((3S,4S)-4-fluoropiperidin-3-yl)pyrazin-2-amine